O[C@@H](C)[C@H](CC)NC(C1=CC=C(C=C1)N1CCN(CC1)C1=CC=C(C=C1)B1OC(C(O1)(C)C)(C)C)=O N-((2S,3S)-2-hydroxypentan-3-yl)-4-(4-(4-(4,4,5,5-tetramethyl-1,3,2-dioxaborolan-2-yl)phenyl)piperazin-1-yl)benzamide